C(#N)C=1C=C(C(=NC1)C(=O)NC=1C=C2C(=NNC2=CC1)N1CC(C1)(F)F)C 5-Cyano-N-(3-(3,3-difluoroazetidin-1-yl)-1H-indazol-5-yl)-3-methylpicolinamide